O[C@H]1[C@](C[C@]2(CN(C(O2)=O)C2=NC=C(N=C2)C(C)(C)OCC2=CC=C(C=C2)OC)CC1)(C)CN1C=NC2=C1C=C(C=C2)C#N (((5S,7S,8R)-8-Hydroxy-3-(5-(2-((4-methoxybenzyl)oxy)propan-2-yl)pyrazin-2-yl)-7-methyl-2-oxo-1-oxa-3-azaspiro[4.5]decan-7-yl)methyl)-1H-benzo[d]imidazole-6-carbonitrile